1-(((1H-pyrazol-1-yl)methyl)cyclopropyl)(5-phenyl-6,7-dihydro-5H-pyrrolo[1,2-b][1,2,4]triazol-2-yl)methanone N1(N=CC=C1)CC1(CC1)C(=O)C=1N=C2N(N1)C(CC2)C2=CC=CC=C2